1-amino-4-[(2-methoxyphenyl)amino]anthraquinone Boron-Germanium [Ge].[B].NC1=CC=C(C=2C(C3=CC=CC=C3C(C12)=O)=O)NC1=C(C=CC=C1)OC